Ethyl 2-hydroxy-4-(4-methoxyphenyl)-4-oxobut-2-enoate OC(C(=O)OCC)=CC(=O)C1=CC=C(C=C1)OC